t-butyl 4-(1,2,3,4-tetrahydroquinolin-5-yl)-piperidine-1-carboxylate N1CCCC2=C(C=CC=C12)C1CCN(CC1)C(=O)OC(C)(C)C